CC(C)C[O-].[K+] potassium iso-butoxide